2-bromo-6-isopropyl-5-(8-methyl-[1,2,4]triazolo[1,5-a]pyridin-6-yl)-4H-thieno[3,2-b]pyrrole BrC1=CC=2NC(=C(C2S1)C(C)C)C=1C=C(C=2N(C1)N=CN2)C